2-(2-methyl-1-p-toluenesulfonyl-1H-pyrrolo[2,3-c]pyridin-3-yl)ethan-1-amine CC1=C(C=2C(=CN=CC2)N1S(=O)(=O)C1=CC=C(C)C=C1)CCN